3-((S)-fluoro(4-fluoro-1-methyl-1H-imidazol-2-yl)methyl)oxetan F[C@@H](C1COC1)C=1N(C=C(N1)F)C